(2S,3S,4R,5R)-5-(2-(5-chloropyridin-3-yl)-6-(((4-(trifluoromethyl)pyridin-2-yl)methyl)amino)-9H-purin-9-yl)-3,4-dihydroxyl-N'-methyltetrahydrofuran-2-carbohydrazide ClC=1C=C(C=NC1)C1=NC(=C2N=CN(C2=N1)[C@H]1[C@@H]([C@@H]([C@H](O1)C(=O)NNC)O)O)NCC1=NC=CC(=C1)C(F)(F)F